(dibutoxymethyl)-4-chloro-2-nitrobenzene C(CCC)OC(OCCCC)C1=C(C=C(C=C1)Cl)[N+](=O)[O-]